C1(CC1)C1=CC(=C(C=C1)N1N=C2CCNC[C@H]3C2=C1CCN3C(=O)OC(C)(C)C)C(F)(F)F |o1:16| tert-butyl (R or S)-2-(4-cyclopropyl-2-(trifluoromethyl)phenyl)-2,3,4,5a,6,7,8,9-octahydro-5H-1,2,5,7-tetraazabenzo[cd]azulene-5-carboxylate